3-bromo-5-(1-fluorocyclopropyl)benzoic acid tert-butyl ester C(C)(C)(C)OC(C1=CC(=CC(=C1)C1(CC1)F)Br)=O